C(C)(C)(C)C1=C(C(=C(CN2C(N(C(N(C2=O)CC2=C(C(=C(C=C2C)C(C)(C)C)O)C)=O)CC2=C(C(=C(C=C2C)C(C)(C)C)O)C)=O)C(=C1)C)C)O 1,3,5-tris(4-tert-butyl-3-hydroxy-2,6-dimethylbenzyl)-1,3,5-triazine-2,4,6(1h,3h)-trione